tetraethylammonium phenol salt C1(=CC=CC=C1)O.C(C)[N+](CC)(CC)CC